FC1=C(CN2CCN(C3=CC=CC=C23)C(=O)NCC2CCN(CC2)C)C=CC=C1 4-(2-fluorobenzyl)-N-((1-methylpiperidin-4-yl)methyl)-3,4-Dihydroquinoxaline-1(2H)-carboxamide